1-(4-(2-chloro-3-methylphenyl)piperazin-1-yl)-2-(3-(4-hydroxypiperidine-1-carbonyl)-4,5,6,7-tetrahydro-1H-indazol-1-yl)ethanone ClC1=C(C=CC=C1C)N1CCN(CC1)C(CN1N=C(C=2CCCCC12)C(=O)N1CCC(CC1)O)=O